C(C)(C)(C)OC(=O)N1C([C@H](CC1(C)C)C[C@@H]1N(C(OC1)(C)C)C(=O)OC(C)(C)C)=O |o1:9| tert-butyl (S)-4-(((S*)-1-(tert-butoxycarbonyl)-5,5-dimethyl-2-oxopyrrolidin-3-yl)methyl)-2,2-dimethyloxazolidine-3-carboxylate